BrC1=CC(=NC2=CC(=CC=C12)NC(OC(C)(C)C)=O)[C@H]1[C@H](C1)C1=NC=CC(=N1)C |&1:19,o1:20| rac-tert-butyl (4-bromo-2-((7S*,2S*)-2-(4-methylpyrimidin-2-yl)cyclopropyl)quinolin-7-yl)carbamate